6-(7-Fluoro-2-methyl-2H-indazol-5-yl)-N-methyl-N-(2,2,6,6-tetramethylpiperidin-4-yl)[1,3]thiazolo[4,5-b]pyrazin-2-amin FC1=CC(=CC2=CN(N=C12)C)C=1N=C2C(=NC1)N=C(S2)N(C2CC(NC(C2)(C)C)(C)C)C